COC(C(C(C)=O)C1=C(C=C(C=C1)C#N)C)=O 2-(4-Cyano-2-methylphenyl)-3-oxobutanoic acid methyl ester